O=C1N(C(CC1)=O)CC(C(=O)O)CCC(=O)O.C(CCCC(=O)OC)(=O)ON1C(CCC1=O)=O 2,5-Dioxopyrrolidin-1-yl methyl glutarate (2,5-dioxopyrrolidin-1-yl methyl glutarate)